C1N(CCC2=CC=CC=C12)CC=1OC=C(C(C1)=O)OC1CC2(C1)CCN(CC2)S(=O)(=O)C=2C=NN(C2)C 2-((3,4-dihydroisoquinolin-2(1H)-yl)methyl)-5-((7-((1-methyl-1H-pyrazol-4-yl)sulfonyl)-7-azaspiro[3.5]non-2-yl)oxy)-4H-pyran-4-one